(6R,12aR)-6-(benzo[d][1,3]dioxol-5-yl)-2-methyl-2,3,12,12a-tetrahydropyrazino[1',2':1,6]pyrido[3,4-b]indole-1,4(6H,7H)-dione O1COC2=C1C=CC(=C2)[C@H]2N1[C@H](CC3=C2NC=2C=CC=CC32)C(N(CC1=O)C)=O